4-bromo-1-(3,3-difluorocyclobutyl)-5-(2,6-dimethylphenoxy)pyridin-2(1H)-one BrC1=CC(N(C=C1OC1=C(C=CC=C1C)C)C1CC(C1)(F)F)=O